2,5-diureidopyrimidine-4(3H)-one N(C(=O)N)C1=NC=C(C(N1)=O)NC(=O)N